OC1=C(C=CC(=C1)C(=O)O)C1=C(C=C(C=C1)C(=O)O)O 2,2'-dihydroxyl-[1,1'-biphenyl]-4,4'-dicarboxylic acid